CN1CC(C1)(C)[C@@](C=1C=C(C=NC1)CC[C@H](C)O)(C1=CC=C(C=C1)C(C)C)O (S)-4-{5-[(R)-(1,3-dimethyl-azetidin-3-yl)-hydroxy-(4-isopropyl-phenyl)-methyl]-pyridin-3-yl}-butan-2-ol